FC1=C(C=CC=C1)NC1=C(C(=CC(=C1)C)N)C N1-(2-fluorophenyl)-2,5-dimethylbenzene-1,3-diamine